5-fluoro-N-isopropyl-2-((4-(7-((1-(2-methoxyethyl)-2-oxo-2,3-dihydro-1H-benzo[d]imidazol-5-yl)methyl)-2,7-diazaspiro[4.4]non-2-yl)pyrimidin-5-yl)oxy)-N-methylbenzamide FC=1C=CC(=C(C(=O)N(C)C(C)C)C1)OC=1C(=NC=NC1)N1CC2(CC1)CN(CC2)CC2=CC1=C(N(C(N1)=O)CCOC)C=C2